C(CCC)C(CNC1=CC=CC=C1)(CCCC)N 2-butyl-N1-phenyl-hexane-1,2-diamine